C(C)(C)(C)P(C1=CC=C(N(C)C)C=C1)C(C)(C)C 4-di-tert-butylphosphino-N,N-dimethylaniline